C[C@H]1CN(CCN1)C(=O)OC(C)(C)C tert-Butyl (S)-3-methyl-1-piperazinecarboxylate